(9H-fluoren-9-yl)methyl bis(3-((S)-2,6-diaminohexanamido)propyl)carbamate N[C@H](C(=O)NCCCN(C(OCC1C2=CC=CC=C2C=2C=CC=CC12)=O)CCCNC([C@H](CCCCN)N)=O)CCCCN